FC(OC=1C(=C2C(=CN1)SC=C2)C2=NN=C(N2C)C2=C(C=CC=C2F)F)F 5-(difluoromethoxy)-4-(5-(2,6-difluorophenyl)-4-methyl-4H-1,2,4-triazol-3-yl)thieno[2,3-c]pyridine